O=C1NC(CCC1N1C(C2=CC=C(C=C2C1=O)N1CCN(CC1)CCC(=O)N1CCC(CC1)C1=CC=C(C(=O)NC2=CC3=C(NC(=N3)CN3[C@H](CCC3)C)C=C2)C=C1)=O)=O 4-(1-(3-(4-(2-(2,6-dioxopiperidin-3-yl)-1,3-dioxoisoindolin-5-yl)piperazin-1-yl)propanoyl)piperidin-4-yl)-N-(2-(((S)-2-methylpyrrolidin-1-yl)methyl)-1H-benzo[d]imidazol-5-yl)benzamide